OCCNCCCCCCCC(=O)OCC1=CC=C(C=C1)CCCC 4-butylbenzyl 8-((2-hydroxyethyl)amino)octanoate